C1(CCCC1)OC(=O)N1CCN(CC1)C1=NC=2N(C=C1)N=CC2C=2C(=NC=CC2)OC 4-(3-(2-methoxypyridin-3-yl)pyrazolo[1,5-a]pyrimidin-5-yl)piperazine-1-carboxylic acid cyclopentyl ester